1H-pyrazol-4-yl-3-methylpyrazine-2-carboxamide N1N=CC(=C1)C=1N=C(C(=NC1)C(=O)N)C